BrC1=CC=C2C(=CNC2=C1)C=O 6-BROMOINDOLE-3-CARBOXALDEHYDE